1-(3-(8-(2-chlorophenyl)-9H-purin-9-yl)pyrrolidin-1-yl)prop-2-en-1-one ClC1=C(C=CC=C1)C=1N(C2=NC=NC=C2N1)C1CN(CC1)C(C=C)=O